C1(CCCC1)C1=C2N(N=C1CN(CCNC)C)CCC2 N1-((3-cyclopentyl-5,6-dihydro-4H-pyrrolo[1,2-b]pyrazol-2-yl)methyl)-N1,N2-dimethylethane-1,2-diamine